3-bromo-4-fluoro-N-(2-hydroxyethyl)benzenesulfonamide BrC=1C=C(C=CC1F)S(=O)(=O)NCCO